N-phenyl-4-(4-quinolinyl)-1H-pyrazol-1-carbothioamide C1(=CC=CC=C1)NC(=S)N1N=CC(=C1)C1=CC=NC2=CC=CC=C12